2'-anilino-6'-[N-ethyl-N-(4-tolyl)amino]-3'-methyl-3H-spiro[isobenzofuran-1,9'-xanthen]-3-one N(C1=CC=CC=C1)C1=CC=2C3(C4=CC=C(C=C4OC2C=C1C)N(C1=CC=C(C=C1)C)CC)OC(C1=CC=CC=C13)=O